C(C)C=1C=C(C=2C3=C(C(OC2C1)(C)C)C=CC(=C3)C)O 3-ethyl-6,6,9-trimethylbenzo[c]chromen-1-ol